(3S,4S) or (3R,4R)-4-(4-{6-chloro-2-[(5-chloro-1-methyl-1H-pyrazol-4-yl)amino]quinazolin-7-yl}piperazin-1-yl)-4-methyloxolan-3-ol ClC=1C=C2C=NC(=NC2=CC1N1CCN(CC1)[C@@]1([C@@H](COC1)O)C)NC=1C=NN(C1Cl)C |o1:17,18|